COC(=O)C=1N=CC2=C(N1)C(SC2)(C)C 7,7-dimethyl-5,7-dihydrothieno[3,4-d]Pyrimidine-2-carboxylic acid methyl ester